tert-butyl-4-(3-(2-allyl-6-((1-methyl-1H-indazol-5-yl)amino)-3-oxo-2,3-dihydro-1H-pyrazolo[3,4-d]pyrimidin-1-yl)phenoxy)piperidine-1-carboxylate C(C)(C)(C)OC(=O)N1CCC(CC1)OC1=CC(=CC=C1)N1N(C(C=2C1=NC(=NC2)NC=2C=C1C=NN(C1=CC2)C)=O)CC=C